O1CCN(CC1)C(=O)C=1C=CC=C(C1N)N 6-morpholinomethanoyl-benzene-1,2-diamine